CN1CCN(CC1C)CC1=CC=C(C=C1)[N+](=O)[O-] 4,5-dimethyl-1-(4-nitrobenzyl)piperazin